COC1=C(C=C(C(=O)N2CCC3(CC2)CCC(CC3)C=O)C=C1)C1=NNC(C=C1)=O 3-[4-methoxy-3-(6-oxo-1H-pyridazin-3-yl)benzoyl]-3-azaspiro[5.5]undecane-9-carbaldehyde